tert-Butyl 2-(azetidin-1-ylmethyl)benzyl(2-oxo-2-((2'-oxo-1,1',2',3-tetrahydrospiro[indene-2,3'-pyrrolo[2,3-b]pyridin]-5-yl)amino)ethyl)carbamate N1(CCC1)CC1=C(CN(C(OC(C)(C)C)=O)CC(NC=2C=C3CC4(C(NC5=NC=CC=C54)=O)CC3=CC2)=O)C=CC=C1